C1C(CC12CCNCC2)N2C=NC1=CC=C(C=C1C2=O)OC2=C(C(=CC=C2F)NS(N(C)CCO)(=O)=O)F 3-(7-azaspiro[3.5]nonan-2-yl)-6-[2,6-difluoro-3-[[2-hydroxyethyl(methyl)sulfamoyl]amino]phenoxy]-4-oxo-quinazoline